ethyl 4-((1-(5-bromothiophen-2-yl) ethyl) amino)-2-methylthiothieno[2,3-d]pyrimidine-6-carboxylate BrC1=CC=C(S1)C(C)NC=1C2=C(N=C(N1)C)SC(=C2)C(=S)OCC